(2-(4-(5-((4-((4-(acetamidomethyl)piperidin-1-yl)methyl)-6-(3,5-dichlorophenyl)pyridin-2-yl)oxy)pyrimidin-2-yl)piperazin-1-yl)ethyl)boronic acid C(C)(=O)NCC1CCN(CC1)CC1=CC(=NC(=C1)C1=CC(=CC(=C1)Cl)Cl)OC=1C=NC(=NC1)N1CCN(CC1)CCB(O)O